2-(2-furyl)-1,3-thiazole O1C(=CC=C1)C=1SC=CN1